trans-4-[(6-carbamoylindazol-1-yl)methyl]cyclohexanecarboxylic acid C(N)(=O)C1=CC=C2C=NN(C2=C1)C[C@@H]1CC[C@H](CC1)C(=O)O